COC(=O)C=1C=C(N(N1)CC[Si](C)(C)C)B(O)O [5-Methoxycarbonyl-2-(2-trimethylsilylethyl)pyrazol-3-yl]boronic acid